ClC=1N=C(C2=C(N1)CN(C2)C(=O)OC(C)(C)C)NC tert-Butyl 2-chloro-4-(methylamino)-5,7-dihydro-6H-pyrrolo[3,4-d]pyrimidine-6-carboxylate